FC=1C=C(C=CC1NC1=NC=C(C=N1)C1CCC(CC1)OC(NCCC)=O)S(=O)(=O)NC(OC(C)(C)C)=O tert-butyl N-[3-fluoro-4-({5-[(1s,4s)-4-[(propylcarbamoyl)oxy]cyclohexyl]pyrimidin-2-yl}amino)benzenesulfonyl]carbamate